C(C)C1=CC=NN1 5-Ethyl-1H-pyrazole